N-(5-tert-butyl-4-methyl-thiazol-2-yl)-3-[(7-cyano-1-isoquinolinyl)amino]propanamide C(C)(C)(C)C1=C(N=C(S1)NC(CCNC1=NC=CC2=CC=C(C=C12)C#N)=O)C